C(#N)C[C@@H]1N(CCN(C1)C=1C2=C(N=C(N1)OC[C@H]1N(CCC1)C)C(=C(N=C2)C2=CC=CC1=CC=CC(=C21)C)C)C(=O)OCC2=CC=CC=C2 benzyl (2S)-2-(cyanomethyl)-4-[8-methyl-7-(8-methyl-1-naphthyl)-2-[[(2S)-1-methylpyrrolidin-2-yl]methoxy]pyrido[4,3-d]pyrimidin-4-yl]piperazine-1-carboxylate